C1(CC1)C[C@@H]1[C@H]([C@@H]2[C@H](N([C@H]1CC2)C(=O)OC(C)(C)C)C(=O)OCC2=CC=CC=C2)F 3-Benzyl 2-tert-butyl (1S,3S,4S,5R,6S)-6-(cyclopropylmethyl)-5-fluoro-2-azabicyclo[2.2.2]octane-2,3-dicarboxylate